p-bis-(1,1-dimethyl-5-aminopentyl)benzene CC(CCCCN)(C)C1=CC=C(C=C1)C(CCCCN)(C)C